ClC=1C(=CC(=C(N)C1)F)B1OC(C(O1)(C)C)(C)C 5-chloro-2-fluoro-4-(4,4,5,5-tetramethyl-1,3,2-dioxaborolan-2-yl)aniline